1,3-propylenediphosphonic acid C(CCP(O)(O)=O)P(O)(O)=O